3-[[(1R)-1-(3,6-Dimethyl-4-oxo-2-phenyl-chromen-8-yl)ethyl]amino]-N'-hydroxy-6-methyl-pyridine-2-carboxamidine CC1=C(OC2=C(C=C(C=C2C1=O)C)[C@@H](C)NC=1C(=NC(=CC1)C)C(=NO)N)C1=CC=CC=C1